O=C1NC(CCC1N1C(C2=CC=CC(=C2C1)OCC1=C(C=C(C=C1F)SC1CCN(CC1)C1=C(C=C(C#N)C=C1)F)F)=O)=O 4-(4-((4-(((2-(2,6-dioxopiperidin-3-yl)-1-oxoisoindolin-4-yl)oxy)methyl)-3,5-difluorophenyl)thio)piperidin-1-yl)-3-fluorobenzonitrile